ClC=1C=C(C=CC1Cl)NC(=O)[C@H]1[C@H]2[C@@H]3C[C@@H]3[C@@H]([C@@H]1C=1C=NC(=NC1)C)O2 (1S,2S,4R,5R,6R,7S)-N-(3,4-dichlorophenyl)-7-(2-methylpyrimidin-5-yl)-8-oxatricyclo[3.2.1.02,4]octane-6-carboxamide